NC1=CC=C(C=C1)C1C=2N(NCC1)C(=C(N2)C2=CC=C(C=C2)OC2=CC=CC=C2)C(=O)N 8-(4-aminophenyl)-2-(4-phenoxyphenyl)-5,6,7,8-tetrahydroimidazo[1,2-b]pyridazine-3-carboxamide